C\C=C\CCCCCCCCCC trans-2-tridecen